((3-chloro-6-fluoro-1-(triisopropylsilyl)-1H-indol-5-yl)methyl)carbamic acid tert-butyl ester C(C)(C)(C)OC(NCC=1C=C2C(=CN(C2=CC1F)[Si](C(C)C)(C(C)C)C(C)C)Cl)=O